thorium radium [Ra].[Th]